4-((8-ethoxy-7-(1H-pyrazol-4-yl)-[1,2,4]triazolo[1,5-a]pyridin-2-yl)amino)-3-methyl-N-(piperidin-4-yl)benzenesulfonamide C(C)OC=1C=2N(C=CC1C=1C=NNC1)N=C(N2)NC2=C(C=C(C=C2)S(=O)(=O)NC2CCNCC2)C